N-(trans-3-(5-(5-ethoxypyridin-2-yl)-4-(2-fluorophenyl)-4H-1,2,4-triazol-3-yl)cyclobutyl)-3-hydroxyquinoline-8-carboxamide C(C)OC=1C=CC(=NC1)C=1N(C(=NN1)[C@@H]1C[C@H](C1)NC(=O)C=1C=CC=C2C=C(C=NC12)O)C1=C(C=CC=C1)F